(S)-3,3-dimethyl-2-(4-((Piperidin-4-yloxy)methyl)-1H-1,2,3-triazol-1-yl)butyric acid methyl ester COC([C@H](C(C)(C)C)N1N=NC(=C1)COC1CCNCC1)=O